(2R or S)-N-{4-[7-(cyclopropylmethyl)-5-fluoro-3-(pyridin-2-yl)-1H-pyrrolo[3,2-b]pyridin-2-yl]pyridin-2-yl}-4,4-difluoro-2-(4-fluorophenyl)butanamide C1(CC1)CC1=C2C(=NC(=C1)F)C(=C(N2)C2=CC(=NC=C2)NC([C@H](CC(F)F)C2=CC=C(C=C2)F)=O)C2=NC=CC=C2 |o1:22|